N-(2-cyano-5-fluorobenzyl)-N,2,2-trimethylbutanamide C(#N)C1=C(CN(C(C(CC)(C)C)=O)C)C=C(C=C1)F